FC(C1=NN(C=C1[N+](=O)[O-])C1=CC(=C(C(=O)OC)C=C1)F)F Methyl 4-[3-(difluoromethyl)-4-nitro-pyrazol-1-yl]-2-fluoro-benzoate